4-(3-((1R,5S,6r)-3-azabicyclo[3.1.0]hexan-6-yl)-1-cyclopropyl-7-fluoro-4-(isopropyl(methyl)amino)-1H-pyrazolo[4,3-c]pyridin-6-yl)-5-ethynyl-6-fluoronaphthalen-2-ol [C@H]12CNC[C@@H]2C1C1=NN(C2=C1C(=NC(=C2F)C2=CC(=CC1=CC=C(C(=C21)C#C)F)O)N(C)C(C)C)C2CC2